[(1S,4S)-2-oxa-5-azabicyclo[2.2.1]heptan-5-yl]propan-1-one [C@@H]12OC[C@@H](N(C1)C(CC)=O)C2